C(C)(C)(C)OC(=O)NC=1C(=NOC1)C(=O)O 4-(tert-butoxycarbonylamino)isoxazole-3-carboxylic acid